FC=1C=CC(=NC1)C=1C=C(N2C1C1=CC(=C(C=C1CC2)OC)C=2N=NN(N2)C)C(=O)N2[C@](CC2)(C#N)C (R)-1-(1-(5-fluoropyridin-2-yl)-8-methoxy-9-(2-methyl-2H-tetrazol-5-yl)-5,6-dihydropyrrolo[2,1-a]isoquinoline-3-carbonyl)-2-methylazetidine-2-carbonitrile